NC(C(C(CCCCNC(OCC1=CC=CC=C1)=O)NC(=O)[C@H]1N(C2CCC1C2)C([C@@H](CC2CCCCC2)NC(=O)OC(C)(C)C)=O)O)=O benzyl (7-amino-5-((3S)-2-((R)-2-((tert-butoxycarbonyl)amino)-3-cyclohexylpropanoyl)-2-azabicyclo[2.2.1]heptane-3-carboxamido)-6-hydroxy-7-oxoheptyl)carbamate